NC1=C(C(=CC=C1)F)C1=C(C=C2C(=NC=NN2C1=O)N1CC(NCC1)CC#N)C(F)(F)F (4-(7-(2-Amino-6-fluorophenyl)-8-oxo-6-(trifluoromethyl)-8H-pyrido[2,1-f][1,2,4]triazin-4-yl)piperazin-2-yl)acetonitrile